ClC=1C=CC2=C(C(CN(S2(=O)=O)[C@@H]([C@H](C)C2=C(C(=CC=C2F)C)C)C2=NNC(O2)=O)(F)F)C1 5-((1S,2R)-1-(6-chloro-4,4-difluoro-1,1-dioxo-3,4-dihydro-2H-benzo[e][1,2]thiazin-2-yl)-2-(6-fluoro-2,3-dimethylphenyl)propyl)-1,3,4-oxadiazol-2(3H)-one